(R)-3'',5'-dichloro-4''-((3,5-difluoropyridin-2-yl)methoxy-d2)-3-(2-hydroxypropan-2-yl)-6''-methyl-2H,2''H-[1,2':4',1''-terpyridine]-2,2''-dione ClC=1C(N(C(=CC1OC([2H])([2H])C1=NC=C(C=C1F)F)C)C1=CC(=NC=C1Cl)N1C(C(=CC=C1)C(C)(C)O)=O)=O